[Si](C)(C)(C(C)(C)C)OCC=1C=C(C=NC1)CN (5-(((tert-butyldimethylsilyl)oxy)methyl)pyridin-3-yl)methylamine